C(#C)C1=CC(N(C=2N=C(N=CC21)NC2=CC=C(C=C2)N2CCN(CC2)C)C2CNC(C2)=O)=O 5-ethynyl-2-((4-(4-methylpiperazin-1-yl)phenyl)amino)-8-(5-oxopyrrolidin-3-yl)pyrido[2,3-d]pyrimidin-7(8H)-one